FC1=CC2=C(OC3(COC3)CNS2(=O)=O)C=C1 8-fluoro-2,3-dihydrospiro[benzo[b][1,4,5]oxathiazepine-4,3'-oxetane] 1,1-dioxide